OCCOC=1C=C2C=CC(=CC2=CC1)C1(C2=CC=C(C=C2C=2C=C(C=CC12)C1=CC=CC2=CC=CC=C12)C1=CC=CC2=CC=CC=C12)C1=CC2=CC=C(C=C2C=C1)OCCO 9,9-bis(6-(2-hydroxyethoxy)-2-naphthyl)-3,6-dinaphthyl-fluorene